6-chloro-N-(5-chloro-1-(3-(trifluoromethyl)cyclobutyl)-1H-pyrazol-4-yl)-1H-indole-3-sulfonamide ClC1=CC=C2C(=CNC2=C1)S(=O)(=O)NC=1C=NN(C1Cl)C1CC(C1)C(F)(F)F